(5RS)-3-Oxo-2-{[2-(trifluoromethyl)quinolin-4-yl]methyl}-2,3,5,6,7,8-hexahydro[1,2,4]triazolo[4,3-a]pyridine-5-carboxylic acid O=C1N(N=C2N1[C@H](CCC2)C(=O)O)CC2=CC(=NC1=CC=CC=C21)C(F)(F)F |r|